2-tert-butyl-N-[(5-chloro-2-hydroxy-phenyl)methyl]-1H-benzoimidazole-5-carboxamide C(C)(C)(C)C1=NC2=C(N1)C=CC(=C2)C(=O)NCC2=C(C=CC(=C2)Cl)O